CN(C1=CC(=C(C=C1)OC)NC([C@@H](NC(=O)OC(C)(C)C)CC(=O)O)=O)C1=CC(OC2=CC=CC=C12)=O 4-(N-methyl-N-(3-(N-Boc-L-aspartylamino)-4-methoxyphenyl)-amino)coumarin